N-benzyl-7-(4-bromo-3-chloro-benzoyl)-2-[4-(3,3-difluoroazetidin-1-yl)phenyl]-3-oxo-6,8-dihydro-5H-imidazo[1,5-a]pyrazine-1-carboxamide C(C1=CC=CC=C1)NC(=O)C=1N(C(N2C1CN(CC2)C(C2=CC(=C(C=C2)Br)Cl)=O)=O)C2=CC=C(C=C2)N2CC(C2)(F)F